IC=1N=CN2C1C=CC=C2 1-iodoimidazo[1,5-a]pyridine